1-(3-(3-(4-chlorophenyl)propoxy)propyl)piperidine ClC1=CC=C(C=C1)CCCOCCCN1CCCCC1